C1(CC1)C(=O)N1CCC(CC1)N1N=CC(=C1)NC1=NC=C(C(=N1)C=1C=CC(=NC1)C(=O)O)C 5-(2-((1-(1-(Cyclopropanecarbonyl)piperidin-4-yl)-1H-pyrazol-4-yl)amino)-5-methylpyrimidin-4-yl)picolinic Acid